FC(C1=CN(C2=CC(=CC=C12)C(=O)O)COCC[Si](C)(C)C)(F)F 3-(Trifluoromethyl)-1-{[2-(trimethylsilyl)ethoxy]methyl}indole-6-carboxylic acid